C(C1=CC=CC=C1)NC1=NS(C2=C(N1)C(=C(C=C2)F)[C@H](C)C2=C(C=CC=C2)F)(=O)=O (R)-3-(benzylamino)-6-fluoro-5-(1-(2-fluorophenyl)ethyl)-4H-benzo[e][1,2,4]thiadiazine 1,1-dioxide